FC=1C=C2C(C(=CN3C2=C(C1F)OCC3)CN([C@@H]3CN(CCC3)C=3C=NC=CC3)CC3=CC(=NC=C3)C)=O (S)-9,10-difluoro-6-((((2-methylpyridin-4-yl)methyl)(1-(pyridin-3-yl)piperidin-3-yl)amino)methyl)-2,3-dihydro-7H-[1,4]oxazino[2,3,4-ij]quinolin-7-one